NC1=NN=NC2=CC=CC=C12 aminoazaquinazoline